ClC1=CC=C(C=C1)[C@@]1(N(C(C2=CC(=CC(=C12)F)C(=O)O)=O)CC1=NC=C(C=C1)Cl)OC (1R)-1-(4-chlorophenyl)-2-[(5-chloropyridin-2-yl)methyl]-7-fluoro-1-methoxy-3-oxo-2,3-dihydro-1H-isoindole-5-carboxylic acid